C(C)(=O)OC1=C(C=CC(=C1)F)O[C@@H]1[C@H]([C@H]([C@@H](C1)N1C=CC2=C1N=CN=C2C)O)O (((1S,2S,3S,4R)-2,3-dihydroxy-4-(4-methyl-7H-pyrrolo[2,3-d]pyrimidin-7-yl) cyclopentyl) oxy)-5-fluorophenyl acetate